methyl 4-(cyclopropylmethoxy)-2-((2,4-dimethoxybenzyl) amino)-6-fluorobenzoate C1(CC1)COC1=CC(=C(C(=O)OC)C(=C1)F)NCC1=C(C=C(C=C1)OC)OC